C(C)N1C(CCC1)CC(=O)NC1(CCC1)COC1=NC=CC=C1C 2-(1-ethylpyrrolidin-2-yl)-N-(1-(((3-methylpyridin-2-yl)oxy)methyl)cyclobutyl)acetamide